3-((6-((1S,2R)-2-fluorocyclopropanecarboxamido)-5-methylpyridin-3-yl)ethynyl)-4-methyl-N-(4-((4-methylpiperazin-1-yl)methyl)-3-(trifluoromethyl)phenyl)benzamide F[C@H]1[C@@H](C1)C(=O)NC1=C(C=C(C=N1)C#CC=1C=C(C(=O)NC2=CC(=C(C=C2)CN2CCN(CC2)C)C(F)(F)F)C=CC1C)C